CN1NN=C(C=N1)C1=NC=CC=C1 3-methyl-6-(2-pyridyl)-tetrazine